C(C)(=O)ON=C(C)C=1C=CC=2N(C3=CC=C(C=C3C2C1)C(C1=C(C=CC=C1)C)=O)CC 1-[9-ethyl-6-(2-methylbenzoyl)-9H-carbazol-3-yl]-ethanone 1-(O-acetyl oxime)